C(C)(C)(C)OC(N[C@H](CC)C1=NN(C=C1)C(F)F)=O (R)-(1-(1-(difluoromethyl)-1H-pyrazol-3-yl)propyl)carbamic acid tert-butyl ester